C(C=CCCCC(=O)O)(=O)O heptenedioic acid